CN1CCN(CC1)C1=CC=C(C=N1)NC1=NC2=C(C=CC=C2C=N1)[C@@H]1CN(CC1)C(C=C)=O (R)-1-(3-(2-((6-(4-methylpiperazin-1-yl)pyridin-3-yl)amino)quinazolin-8-yl)pyrrolidin-1-yl)prop-2-en-1-one